C(#N)C1=CC(=C(COC2=NN(C=C2CC)C2CCN(CC2)CC2=NC3=C(N2C[C@H]2OCC2)C=C(C=C3)C(=O)O)C=C1)F (S)-2-((4-(3-((4-cyano-2-fluorobenzyl)oxy)-4-ethyl-1H-pyrazol-1-yl)piperidin-1-yl)methyl)-1-(oxetan-2-ylmethyl)-1H-benzo[d]imidazole-6-carboxylic acid